[Si](C)(C)(C(C)(C)C)OCC[C@@H](O)C1=NN(C(=C1C=1C(=CC=C2C(=C(NC12)C(=O)OCC)CCCOC1=CC=CC2=CC=CC=C12)Cl)C)C |r| ethyl (rac)-7-{3-[3-{[tert-butyl (dimethyl) silyl] oxy}-1-hydroxypropyl]-1,5-dimethyl-1H-pyrazol-4-yl}-6-chloro-3-{3-[(naphthalen-1-yl) oxy] propyl}-1H-indole-2-carboxylate